(4-(2-(6-methyl-7-oxo-6,7-dihydro-1H-pyrrolo[2,3-c]pyridin-4-yl)-4-nitrophenoxy)phenyl)isobutyramide CN1C(C2=C(C(=C1)C1=C(OC3=CC=C(C=C3)C(C(=O)N)(C)C)C=CC(=C1)[N+](=O)[O-])C=CN2)=O